(1-(2-fluoroethyl)-1H-indol-4-yl)methanone Benzyl-3-methoxy-1,4-oxazepane-4-carboxylate C(C1=CC=CC=C1)OC(=O)N1C(COCCC1)OC.FCCN1C=CC2=C(C=CC=C12)C=O